di-methylethylcyclohexylammonium C[N+](C1CCCCC1)(CC)C